2,2-bis(4-(3-carboxyphenoxy)phenyl)hexafluoropropane tert-Butyl-2-[1-[6-methyl-2-(3-methyl-[1,2,4]triazolo[4,3-a]pyridin-7-yl)-4-oxo-chromen-8-yl]ethylamino]benzoate C(C)(C)(C)OC(C1=C(C=CC=C1)NC(C)C=1C=C(C=C2C(C=C(OC12)C1=CC=2N(C=C1)C(=NN2)C)=O)C)=O.C(=O)(O)C=2C=C(OC1=CC=C(C=C1)C(C(F)(F)F)(C(F)(F)F)C1=CC=C(C=C1)OC1=CC(=CC=C1)C(=O)O)C=CC2